3-nitro-tridecanedioic acid dimethyl ester COC(CC(CCCCCCCCCC(=O)OC)[N+](=O)[O-])=O